4-(5-(3-(2-Amino-3-methylbutanamido)-1-methyl-1H-pyrazol-5-yl)-5-hydroxyoctahydropentalen-2-yl)-N-(3-chloro-4-fluorophenyl)-1-methyl-1H-imidazole-5-carboxamide NC(C(=O)NC1=NN(C(=C1)C1(CC2CC(CC2C1)C=1N=CN(C1C(=O)NC1=CC(=C(C=C1)F)Cl)C)O)C)C(C)C